IC1=CC(=C(C=C1)NC)[N+](=O)[O-] (4-iodo-2-nitro-phenyl)-methyl-amine